CC(CC(=O)O)CC β-Methylpentanoic Acid